C(C)(C)(C)OC(=O)NCCCN1N=C2C=CC=CC2=C1C(=O)OC methyl 2-(3-((tert-butoxycarbonyl) amino) propyl)-2H-indazole-3-carboxylate